C(C)C=1C(=C(C(=C(C(OCCCC)=O)C1)CCCCCC)CCCCCC)O ethylhexyl-hexyl-butyl-paraben